N1(CCCCC1)C1CCN(CC1)C(=O)OC=1C=C2C=CNC2=CC1 1H-indol-5-yl [1,4'-bipiperidine]-1'-carboxylate